[Cl-].[N+](=O)([O-])C1=CC=C(C=C1)N1N[NH2+]C(=N1)C1=CC=CC=C1 3-(4-nitrophenyl)-5-phenyl-2H-tetrazolium chloride